FC1=C(C(NC=C1)=O)C(C)(C)O 4-fluoro-3-(2-hydroxypropan-2-yl)-1H-pyridin-2-one